(4-tert-butyl-3-hydroxy-2,6-dimethylbenzyl)dithioterephthalat C(C)(C)(C)C1=C(C(=C(CC2=C(C(=S)[O-])C=CC(=C2)C(=S)[O-])C(=C1)C)C)O